6-(3-(3-fluoro-5-(1-((tetrahydro-2H-pyran-4-yl)methyl)piperidin-4-yl)pyridin-2-yl)-4-isopropyl-1H-pyrazol-5-yl)-8-methoxy-[1,2,4]triazolo[1,5-a]pyridine FC=1C(=NC=C(C1)C1CCN(CC1)CC1CCOCC1)C1=NNC(=C1C(C)C)C=1C=C(C=2N(C1)N=CN2)OC